(R)-Tert-butyl-4-((1-(2-methyl-3-(trifluoromethyl)phenyl)ethyl)amino)-2-(prop-2-yn-1-ylamino)-5H-pyrrolo[3,4-d]pyrimidine-6(7H)-carboxylate C(C)(C)(C)OC(=O)N1CC=2N=C(N=C(C2C1)N[C@H](C)C1=C(C(=CC=C1)C(F)(F)F)C)NCC#C